[Sn]=O.[F] fluorine tin oxide